2-(1-isopropyldibenzo[B,d]furan-4-yl)pyridine C(C)(C)C1=CC=C(C=2OC3=C(C21)C=CC=C3)C3=NC=CC=C3